ClC1=CC(=C(OCC[C@H](B2OC(C(O2)(C)C)(C)C)N[S@@](=O)C(C)(C)C)C=C1)F (S)-N-((S)-3-(4-chloro-2-fluorophenoxy)-1-(4,4,5,5-tetramethyl-1,3,2-dioxaborolan-2-yl)propyl)-2-methylpropane-2-sulfinamide